1-[1-[2-Amino-4-(trifluoromethoxy)benzoyl]-4-piperidyl]-6-[(2S)-2-(hydroxymethyl)morpholin-4-yl]-3H-imidazo[4,5-b]pyridin-2-one NC1=C(C(=O)N2CCC(CC2)N2C(NC3=NC=C(C=C32)N3C[C@H](OCC3)CO)=O)C=CC(=C1)OC(F)(F)F